C(C(=C)C)(=O)OCCC[SiH]1O[SiH2]O[SiH2]O[SiH2]O1 methacryloxypropyl-cyclotetrasiloxane